O1CCN(CC1)CCS(=O)(=O)O L-2-Morpholinoethanesulfonic Acid